ClC1=C(C=CC(=C1)OC(F)(F)F)N(C1=CC(N(C=2C=CC(=NC12)C#N)C)=O)CC1CC1 8-((2-chloro-4-(trifluoromethoxy)phenyl)(cyclopropylmethyl)amino)-5-methyl-6-oxo-5,6-dihydro-1,5-naphthyridine-2-carbonitrile